(5-(4-amino-1-isopropyl-1H-pyrazolo[3,4-d]pyrimidin-3-yl)-4-fluoroindolin-1-yl)-2-(3-(trifluoromethyl)phenyl)ethan-1-one NC1=C2C(=NC=N1)N(N=C2C=2C(=C1CCN(C1=CC2)C(CC2=CC(=CC=C2)C(F)(F)F)=O)F)C(C)C